(4S)-5,5-difluoro-2-(2-phenylethyl)-3-(trifluoromethyl)-4,6-dihydrocyclopenta[c]pyrazol-4-ol FC1([C@H](C=2C(=NN(C2C(F)(F)F)CCC2=CC=CC=C2)C1)O)F